C(C)C(CC)O[C@@H]1C=C(C[C@H]2[C@@H]1O2)C(=O)[O-] (3R,4S,5S)-4,5-epoxy-3-(1-ethylpropoxy)-1-cyclohexene-1-carboxylate